COC1=CC=2N(C=C1C(=O)NC1=NC(=CC=C1)C(F)(F)F)C=C(N2)C2CC(C2)OC 7-methoxy-2-(3-methoxycyclobutyl)-N-(6-(trifluoromethyl)pyridin-2-yl)imidazo[1,2-a]pyridine-6-carboxamide